5-methyl-3-(2-azaspiro[3.3]heptan-2-yl)-8,9-dihydropyrido[3',2':4,5]pyrrolo[1,2-a]pyrazin CC=1C2=C(N3C1C=NCC3)N=CC(=C2)N2CC3(C2)CCC3